tert-butyl (1-acetylpiperidin-4-yl)((6-(2-chloro-3-(2,3-dichloropyridin-4-yl)phenyl)-2-methoxypyridin-3-yl)methyl)carbamate C(C)(=O)N1CCC(CC1)N(C(OC(C)(C)C)=O)CC=1C(=NC(=CC1)C1=C(C(=CC=C1)C1=C(C(=NC=C1)Cl)Cl)Cl)OC